2-methyl-1-(2,2-dimethoxyethyl)-1,4-dihydro-3-methoxy-4-oxo-2,5-pyridinedicarboxylic acid CC1(N(C=C(C(C1OC)=O)C(=O)O)CC(OC)OC)C(=O)O